COC1=CC=C(C=C1)N(C1=CC=C(C=C1)[B])C1=CC=C(C=C1)OC [4-[bis(4-methoxyphenyl)amino]phenyl]boron